OC1=C(C(=CC(=C1S(=O)(=O)N)CCCCC)O)C1CCCC(=C1)C 2,6-dihydroxy-5'-methyl-4-pentyl-1',2',3',4'-tetrahydro-[1,1'-biphenyl]-3-sulfonamide